2-(4-chloro-3-fluorophenoxy)-N-(4-(2-(cis-3-(trifluoromethoxy)cyclobutanecarbonyl)hydrazinecarbonyl)piperidin-1-yl)acetamide ClC1=C(C=C(OCC(=O)NN2CCC(CC2)C(=O)NNC(=O)[C@@H]2C[C@@H](C2)OC(F)(F)F)C=C1)F